C(C)N1C=C(C=CC1=O)C(=O)NC1=NC=C(C=C1)CC1=CC=C(C=C1)F 1-ethyl-N-(5-(4-fluorobenzyl)pyridin-2-yl)-6-oxo-1,6-dihydropyridine-3-carboxamide